FC(CN1N=C(C2=CC=C(C=C12)OCC(C)(C)O)C(=O)NC1CC2(C1)CC(C2)OC2=C(C=C1C(=N2)N(N=C1)C)C(N)=O)F 1-(2,2-difluoroethyl)-6-(2-hydroxy-2-methylpropoxy)-N-[(4s)-6-({5-carbamoyl-1-methyl-1H-pyrazolo[3,4-b]pyridin-6-yl}oxy)spiro[3.3]heptan-2-yl]-1H-indazole-3-carboxamide